NC=1C(=NC(=C(C1)C(F)(F)F)OC)C(=O)NC[C@](C(F)(F)F)(C)O (S)-3-amino-6-methoxy-N-(3,3,3-trifluoro-2-hydroxy-2-methylpropyl)-5-(trifluoromethyl)picolinamide